(Z)-2-(1-(4-(3,4-Dichlorophenoxy)benzylidene)-5-fluoro-2-methyl-1H-inden-3-yl)acetic acid ClC=1C=C(OC2=CC=C(\C=C/3\C(=C(C4=CC(=CC=C34)F)CC(=O)O)C)C=C2)C=CC1Cl